4-oxo-5-pyrrolidin-1-yl-1-[4-(trifluoromethoxy)phenyl]cinnoline-3-carboxylic acid O=C1C(=NN(C2=CC=CC(=C12)N1CCCC1)C1=CC=C(C=C1)OC(F)(F)F)C(=O)O